ClC1=C(C(=CC=C1)F)C1=NC(C(NC=2SC=3CC(CC3C12)C(=O)[O-])=NN)C 13-(2-chloro-6-fluoro-phenyl)-10-hydrazinylidene-11-methyl-7-thia-9,12-diazatricyclo[6.5.0.02,6]trideca-1(8),2(6),12-triene-4-carboxylate